The molecule is a cyclitol that is cyclohexanone which is substituted by hydroxy groups at positions 2, 3, 4, and 5, and by a hydroxymethyl group at position 5 (the 2R,3S,4S,5S stereoisomer). It is a cyclitol, an alicyclic ketone and a tertiary alcohol. C1C(=O)[C@@H]([C@H]([C@@H]([C@]1(CO)O)O)O)O